(2-ethyldecahydro-1,4:5,8-dimethanonaphthalene-2,7-diyl)dimethanol C(C)C1(C2C3C4C(CC(C3C(C1)C2)C4)CO)CO